(2S)-2-(5-Fluoro-2-methoxypyridin-4-yl)propanoic acid FC=1C(=CC(=NC1)OC)[C@@H](C(=O)O)C